OC1=C(CN2CCN(CC2)CC2=C(C=CC(=C2)N)O)C=C(C=C1)N N,N'-bis-(2-hydroxy-5-aminobenzyl)piperazine